OC(C(=O)[O-])C(C(=O)[O-])O 2,3-dihydroxybutanedioate